Cl.[Cl-].N1N=N[CH2+]=C1 triazol-4-ium chloride hydrochloride